2-(4-(benzyloxy)-3-methoxyphenyl)ethane-1,1-d C(C1=CC=CC=C1)OC1=C(C=C(C=C1)CC([2H])[2H])OC